C/C=C/1\CC2CC1C=C2 ethylidene-2-norbornene